O=C1CN=C(N1)N[C@H](CNC(OC(C)(C)C)=O)C1=CC=CC=C1 tert-butyl N-[(2S)-2-[(5-oxo-1,4-dihydroimidazol-2-yl)amino]-2-phenyl-ethyl]carbamate